p-toluenesulfonic acid-d CC1=CC=C(C=C1)S(=O)(=O)O[2H]